4-methoxy-pyrimidine-5-carbaldehyde COC1=NC=NC=C1C=O